FC=1C(=C(C=CC1F)[C@@H]1[C@@H](O[C@]([C@@H]1C)(C(F)(F)F)C)C(=O)NC=1C=C(C=NC1)C(=O)N)OC 5-[[(2R,3r,4r,5r)-3-(3,4-difluoro-2-methoxy-phenyl)-4,5-dimethyl-5-(trifluoromethyl)tetrahydrofuran-2-carbonyl]amino]pyridine-3-carboxamide